FC1=CC=C(C=C1)C1=C(COC2=CC=C(C=C12)OCCC#N)CN1CCCC1 3-((4-(4-fluorophenyl)-3-(pyrrolidin-1-ylmethyl)-2H-chromen-6-yl)oxy)propanenitrile